C1N(CC12CNC2)C(COC)=O 1-(2,6-diazaspiro[3.3]heptan-2-yl)-2-methoxy-ethanone